((2-(6-((8-chloro-2-methyl-1-oxo-1,2-dihydroisoquinolin-5-yl)oxy)-2-azaspiro[3.3]heptan-2-yl)ethyl)amino)-4-fluorobenzamide ClC=1C=CC(=C2C=CN(C(C12)=O)C)OC1CC2(CN(C2)CCNC2=C(C(=O)N)C=CC(=C2)F)C1